C(C)NC1=CC2=C(C(=NN(C2=O)CC(=O)OCC)C(C)C)O1 Ethyl 2-[2-(ethylamino)-7-isopropyl-4-oxo-furo[2,3-d]pyridazin-5-yl]acetate